C(C1=CC=CC=C1)OC[C@H]1CN(C[C@@H](O1)C)C(=O)OC(C)(C)C (2R,6S)-tert-butyl 2-((benzyloxy) methyl)-6-methylmorpholine-4-carboxylate